C(COCCOCCOCCOCCOCCN)N 3,6,9,12,15-pentaoxa-1,17-heptadecanediamine